BrC=1C=C2C(=NC1)N(C=N2)C 6-bromo-3-methyl-3H-imidazo[4,5-b]pyridine